NC(C(=O)O)CCP(=O)(OC)OC1=CC(=CC=C1)CC(=O)O 2-amino-4-{[3-(carboxymethyl)phenyl](methyl)phosphono}butanoic acid